(E)-2,4,7-trimethyl-4-(4-methylpyridin-3-yl)octa-2,6-dienal C/C(/C=O)=C\C(CC=C(C)C)(C=1C=NC=CC1C)C